ClC1=C(COC2=NC=3N(C=C2)N=CC3C=3C=NN(C3)C(F)F)C=C(C=C1)F 5-((2-chloro-5-fluorobenzyl)oxy)-3-(1-(difluoromethyl)-1H-pyrazol-4-yl)pyrazolo[1,5-a]pyrimidine